2-{3-[2-(1-{[3,5-Bis(difluoromethyl)-1H-pyrazol-1-yl]acetyl}piperidin-4-yl)-1,3-thiazole-4-yl]-4,5-dihydro-1,2-oxazol-5-yl}phenyl methanesulfonate CS(=O)(=O)OC1=C(C=CC=C1)C1CC(=NO1)C=1N=C(SC1)C1CCN(CC1)C(CN1N=C(C=C1C(F)F)C(F)F)=O